C1(CC1)C=1C=C(C=2N(C1)C=C(N2)CN2N=NC(=C2)C(=O)OC)N2CCN(CC2)CC(F)(F)F methyl 1-((6-cyclopropyl-8-(4-(2,2,2-trifluoroethyl)piperazin-1-yl)imidazo[1,2-a]pyridin-2-yl)methyl)-1H-1,2,3-triazole-4-carboxylate